4,6-dimethyl-2-cyclohexenone CC1C=CC(C(C1)C)=O